N-[(2S,3R,4S)-2-[(2,2'-difluoro[1,1'-biphenyl]-3-yl)methyl]-4-fluoro-1-(2-methylpropanoyl)pyrrolidin-3-yl]-methanesulfonamide FC1=C(C=CC=C1C[C@@H]1N(C[C@@H]([C@@H]1NS(=O)(=O)C)F)C(C(C)C)=O)C1=C(C=CC=C1)F